ClC=1C(=C(C=CC1F)[C@@H](NC(=O)N1[C@@H](C(NCC1)=O)C)[C@@H]1CO[C@H](CC1)C(F)(F)F)F (2R)-N-((S)-(3-chloro-2,4-difluorophenyl)((3R,6R)-6-(trifluoromethyl)-tetrahydro-2H-pyran-3-yl)methyl)-2-methyl-3-oxopiperazine-1-carboxamide